4-hydroxy-6-{2-[6-(trifluoromethyl)pyridin-3-yl]ethyl}pyridazin-3(2H)-one OC=1C(NN=C(C1)CCC=1C=NC(=CC1)C(F)(F)F)=O